COC=1C=C(C=CC1)C=1N(C=CN1)C1=C(C=CC=C1)C 2-(3-methoxyphenyl)-1-(o-tolyl)-1H-imidazole